5-[2-(2-{[1,1'-biphenyl]-3-sulfonamido}phenyl)ethynyl]pyridine-2-carboxylic acid C1(=CC(=CC=C1)S(=O)(=O)NC1=C(C=CC=C1)C#CC=1C=CC(=NC1)C(=O)O)C1=CC=CC=C1